COC(=O)C1=C(OC=C1)C(=O)OC furandicarboxylic acid dimethyl ester